C1(CC1)C1=CC=2N(C(=C1)N1C(N(C(C1)=O)C)=O)C=C(N2)\C=N\S(=O)C(C)(C)C (E)-N-((7-cyclopropyl-5-(3-methyl-2,4-dioxoimidazolidin-1-yl)imidazo[1,2-a]pyridin-2-yl)methylene)-2-methylpropane-2-sulfinamide